CSC=1N=CC2=C(N1)CN(C2=O)C2CCOCC2 2-(methylthio)-6-(tetrahydro-2H-pyran-4-yl)-6,7-dihydro-5H-pyrrolo[3,4-d]pyrimidin-5-one